C(C)(C)N1C(=NC=2CCC=3C=CC(=NC3C21)NC2=NC=C(C=C2)N2CCNCC2)C 1-isopropyl-2-methyl-N-(5-(piperazin-1-yl)pyridin-2-yl)-4,5-dihydro-1H-imidazo[4,5-H]quinolin-8-amine